COP(OC)(=O)C1N(C2=CC=CC=C2C=C1N(C)C)C.C(C)OC1=C(C=CC=C1)NC(C1=CC=C(C=C1)O[C@H](C(=O)NC1=CC=C(C=C1)F)C)=O (S)-N-(2-ethoxyphenyl)-4-((1-((4-fluorophenyl)amino)-1-oxopropan-2-yl)oxy)benzamide Dimethyl-(3-(dimethylamino)-1-methyl-1,2-dihydroquinolin-2-yl)phosphonate